1-[2,4-bis(trifluoromethyl)phenyl]-3-[(1S)-1-[2-(5-cyano-2-pyridyl)-1,2,4-triazol-3-yl]ethyl]urea FC(C1=C(C=CC(=C1)C(F)(F)F)NC(=O)N[C@@H](C)C=1N(N=CN1)C1=NC=C(C=C1)C#N)(F)F